C(#N)C1=C(C=CC=C1)[C@H](C(F)(F)C=1N(C(C(=C(N1)C(=O)NC=1C=NOC1)O)=O)C)C=1C=NN(C1)C (S)-2-(2-(2-cyanophenyl)-1,1-difluoro-2-(1-methyl-1H-pyrazol-4-yl)ethyl)-5-hydroxy-N-(isoxazol-4-yl)-1-methyl-6-oxo-1,6-dihydropyrimidine-4-carboxamide